1-Acetoxy-2-hydroxy-4-oxo-octadeca-12-ene C(C)(=O)OCC(CC(CCCCCCCC=CCCCCC)=O)O